NC1CCCC2=CC(=CC=C12)NC(OC(C)(C)C)=O tert-Butyl N-(1-aminotetralin-6-yl)carbamate